4-methoxy-2,4-dimethyltetrahydro-2H-pyran-3-ylacetate COC1(C(C(OCC1)C)CC(=O)[O-])C